((4-Chloro-2-fluorophenoxy)methyl)pyridin-4-ol ClC1=CC(=C(OCC2=NC=CC(=C2)O)C=C1)F